C(C)OC([C@H](CNC(=O)C1(CN(C1)CCC1=CC=C2CCCN(C2=N1)C(=O)OC(C)(C)C)F)NS(=O)(=O)C1=C(C=C(C=C1C)C)C)=O (S)-tert-butyl 7-(2-(3-((3-ethoxy-3-oxo-2-(2,4,6-trimethylphenylsulfonamido) propyl) carbamoyl)-3-fluoroazetidin-1-yl) ethyl)-3,4-dihydro-1,8-naphthyridine-1(2H)-carboxylate